N-(tert-butyl)-3-(5'-(methylsulfonyl)spiro[cyclohexane-1,3'-indoline]-1'-carbonyl)benzenesulfonamide C(C)(C)(C)NS(=O)(=O)C1=CC(=CC=C1)C(=O)N1CC2(C3=CC(=CC=C13)S(=O)(=O)C)CCCCC2